C(C)(C)(C)OC(=O)N1CCN(CC1)CC1=CC(=C(C=C1)[N+](=O)[O-])NCC(CCCOC1=C(C=NN1C)C1=NC(=CC(=C1)C(=O)OC)C)C([2H])([2H])[2H] 4-(3-((5-((4-(4-(methoxycarbonyl)-6-methylpyridin-2-yl)-1-methyl-1H-pyrazol-5-yl)oxy)-2-(methyl-d3)pentyl)amino)-4-nitrobenzyl)piperazine-1-carboxylic acid tert-butyl ester